(2R,3S,4R,5R)-5-(4-aminopyrrolo[2,1-f][1,2,4]triazin-7-yl)-5-cyano-3,4-dihydroxytetrahydrofuran-2-pentadecanoic acid methyl ester COC(CCCCCCCCCCCCCC[C@H]1O[C@@]([C@@H]([C@@H]1O)O)(C#N)C1=CC=C2C(=NC=NN21)N)=O